Cl.NC(C(=O)N1CCN(CC1)C(=O)NC1=NC(N(C=C1)C1CCC(CC1)CN1C[C@H](CC1)CN)=O)(C)C (R)-4-(2-Amino-2-methylpropanoyl)-N-(1-(4-((3-(aminomethyl)pyrrolidin-1-yl)methyl)cyclohexyl)-2-oxo-1,2-dihydropyrimidin-4-yl)piperazine-1-carboxamide Hydrochloride